C(C1=CC=CC=C1)N1CCN(CC1)C[C@H](CO)O (R)-3-(4-Benzylpiperazin-1-yl)propane-1,2-diol